3-{5-bromo-1H-pyrazolo[3,4-b]pyridin-1-yl}-1-methylcyclobutan-1-ol BrC=1C=C2C(=NC1)N(N=C2)C2CC(C2)(O)C